3-(8-Amino-6-(trifluoromethyl)imidazo[1,2-a]pyrazin-3-yl)-4-methyl-N-(3-(3-methyl-1,2,4-oxadiazol-5-yl)bicyclo[1.1.1]pentan-1-yl)benzenesulfonamide trifluoroacetate salt FC(C(=O)O)(F)F.NC=1C=2N(C=C(N1)C(F)(F)F)C(=CN2)C=2C=C(C=CC2C)S(=O)(=O)NC21CC(C2)(C1)C1=NC(=NO1)C